(R)-5-(2,2-Dibromovinyl)-2-(4-methyl-6-((1-methylpiperidin-3-yl)amino)pyridazin-3-yl)phenol BrC(=CC=1C=CC(=C(C1)O)C=1N=NC(=CC1C)N[C@H]1CN(CCC1)C)Br